2,2,2-trifluoro-1-[4-(3-nitropyrazol-1-yl)phenyl]ethanone FC(C(=O)C1=CC=C(C=C1)N1N=C(C=C1)[N+](=O)[O-])(F)F